IC=1C=NN(C1)C1=C(C=C(C#N)C=C1)OC=1N(N=C(C1)C1=CC=CC=C1)C 4-(4-iodopyrazol-1-yl)-3-(2-methyl-5-phenylpyrazol-3-yl)oxybenzonitrile